CC1=C(C#N)C(=CC=C1NC=1C=CC2=C(OCC(N2C)=O)C1)N1CCC(CC1)C(F)(F)F 2-methyl-3-((4-methyl-3-oxo-3,4-dihydro-2H-benzo[b][1,4]oxazin-7-yl)amino)-6-(4-(trifluoromethyl)piperidin-1-yl)benzonitrile